CC12CCCCC1CCCC2 9-methyldecalin